1-(6-chloro-2-fluoro-3-pyridyl)-3-vinyl-butane-1,4-diol ClC1=CC=C(C(=N1)F)C(CC(CO)C=C)O